5-((((2-methyl-1-oxo-1-propoxypropan-2-yl)amino)(phenoxy)phosphoryl)methyl)benzo[b]thiophene-2-carboxylic acid CC(C(OCCC)=O)(C)NP(=O)(OC1=CC=CC=C1)CC1=CC2=C(SC(=C2)C(=O)O)C=C1